NCCNCCNCCC 1,4,7-triazadecane